NC1=NC(=C(C(=C1C#N)C1=CC=C(C=C1)CCCOC)C#N)SCC=1C=NC=CC1 2-amino-4-[4-(3-methoxypropyl)phenyl]-6-(3-pyridylmethylsulfanyl)pyridine-3,5-dicarbonitrile